1-(5-bromo-3-chloropyridin-2-yl)ethan-1-one BrC=1C=C(C(=NC1)C(C)=O)Cl